ClC1=C(C=CC(=C1)C(F)(F)F)NC(=O)C1(CCC1)N1N=CC(=C1)C1CCN(CC1)C1CC2C(CN(C2)C(=O)OC(C)(C)C)C1 tert-butyl 5-(4-(1-(1-((2-chloro-4-(trifluoromethyl)phenyl)carbamoyl)cyclobutyl)-1H-pyrazol-4-yl)piperidin-1-yl)hexahydrocyclopenta[c]pyrrole-2(1H)-carboxylate